2,6-diisopropyl-N,N-dimethylaniline CC(C)C1=C(C(=CC=C1)C(C)C)N(C)C